BrC1=C(C=CC=C1)C(=O)C1OCCC1 Bromophenyl(tetrahydrofuran-2-yl)methanone